N-(benzo[d][1,2]thiazepin-3-yl)-4-(3-fluorophenyl)benzamide C1=NS(C=CC2=C1C=CC=C2)NC(C2=CC=C(C=C2)C2=CC(=CC=C2)F)=O